4-(3-((2-((2-(1-methylpiperidin-4-yl)thiazol-4-yl)amino)-5-(trifluoromethyl)pyridin-4-yl)amino)propyl)-1,4-oxazepan-3-one CN1CCC(CC1)C=1SC=C(N1)NC1=NC=C(C(=C1)NCCCN1C(COCCC1)=O)C(F)(F)F